ClC1=C(C=CC(=C1)F)C1=CC(OC2=CC(=CC=C12)NC(OCC)=O)=O ethyl N-[4-(2-chloro-4-fluoro-phenyl)-2-oxo-chromen-7-yl]carbamate